OC1CC(CC1O)C(=O)OCC Ethyl 3,4-Dihydroxycyclopentane-1-Carboxylate